5-(4-(4-chloro-5-((1-methyl-2-oxo-1,2,3,4-tetrahydroquinolin-6-yl)amino)-2-nitrophenoxy)-[1,4'-bipiperidin]-1'-yl)-2-(2,6-dioxopiperidin-3-yl)isoindoline-1,3-dione ClC1=CC(=C(OC2CCN(CC2)C2CCN(CC2)C=2C=C3C(N(C(C3=CC2)=O)C2C(NC(CC2)=O)=O)=O)C=C1NC=1C=C2CCC(N(C2=CC1)C)=O)[N+](=O)[O-]